FC(F)(F)N1N=CC2=CC=CC=C12 (trifluoromethyl)-1H-indazol